ClC1=CC=C(C=C1)C12CC3(CC(CC(C1)C3)C2)C(C)NC(=O)NC2=CC(=C(C=C2)Cl)C(F)(F)F 1-{1-[3-(4-Chloro-phenyl)-adamantan-1-yl]-ethyl}-3-(4-chloro-3-trifluoromethylphenyl)-urea